ClCC1=CC(=C(OCC2N(CCCC2)C(=O)NC)C=C1)S(NC)(=O)=O ((4-(chloromethyl)-2-(N-methylsulfamoyl)phenoxy)methyl)-N-methylpiperidine-1-carboxamide